N-(2-(2-acetyl-5-methoxyphenoxy)ethyl)furan-3-carboxamide C(C)(=O)C1=C(OCCNC(=O)C2=COC=C2)C=C(C=C1)OC